4-(3-hydroxypropyl)-1,7-heptanediol OCCCC(CCCO)CCCO